4-((8-bromo-2,3-dihydro-4H-pyrido[4,3-b][1,4]oxazin-4-yl)sulfonyl)benzonitrile BrC1=CN=CC2=C1OCCN2S(=O)(=O)C2=CC=C(C#N)C=C2